N-[(1R,3s,5S)-1,5-dimethyl-8-azabicyclo[3.2.1]octan-3-yl]-N-methyl-5-[5-(1H-1,2,4-triazol-1-yl)pyrazin-2-yl][1,3]thiazolo[5,4-d][1,3]thiazol-2-amine C[C@]12CC(C[C@](CC1)(N2)C)N(C=2SC=1N=C(SC1N2)C2=NC=C(N=C2)N2N=CN=C2)C